CC(CC(CC(CCC)=O)=O)=O 2,4,6-nonanetrialdehyde